C(#N)C1=CC=C(C=C1)[C@H](CC1=NC(=NC(=N1)N[C@@H](CO)CC(C)C)NS(=O)(=O)C)C |o1:8| N-(4-((S*)-2-(4-Cyanophenyl)propyl)-6-(((R)-1-hydroxy-4-methylpentan-2-yl)amino)-1,3,5-triazin-2-yl)methanesulfonamide